N1CCC=2C1=NC=C(C2)C2=C(C=1N(C(=N2)N)C=CN1)C1=CC(=NC(=C1)C)C 7-(2,3-dihydro-1H-pyrrolo[2,3-b]pyridin-5-yl)-8-(2,6-dimethylpyridin-4-yl)imidazo[1,2-c]pyrimidin-5-amine